N[C@H]1CN(CCC1)C1=C2C(=NC=C1)N(C(=N2)C2=CC(=C(C#N)C=C2)F)C=2C=C1C=CN(C1=CC2)C (R)-4-(7-(3-aminopiperidin-1-yl)-3-(1-methyl-1H-indol-5-yl)-3H-imidazo(4,5-b)pyridin-2-yl)-2-fluorobenzonitrile